P(=O)([O-])([O-])[O-].[Zr+4].[Na+].[Ag+].P(=O)([O-])([O-])[O-] Silver sodium zirconium phosphate